FC1=CC=C2CCC(C2=C1)N1CCN(CC1)C1=CC=C2C(=N1)C(=CN2)NC(NC2=CC=C(C=C2)C(F)(F)F)=O 3-{5-[4-(6-fluoro-2,3-dihydro-1H-inden-1-yl)piperazin-1-yl]-1H-pyrrolo[3,2-b]pyridin-3-yl}-1-[4-(trifluoromethyl)phenyl]urea